COC(C)N1C=C(C2=C(C=CC=C12)OCOC)CCN(C)C 2-(1-(1-methoxyethyl)-4-(methoxymethoxy)-1H-indol-3-yl)-N,N-dimethylethan-1-amine